ClC=1C2=C(N(C(N1)=O)C)C=CC(=N2)C#N 4-chloro-1-methyl-2-oxo-1,2-dihydropyrido[3,2-d]pyrimidine-6-carbonitrile